N(=[N+]=[N-])S(=O)(=O)C1=CC=C(C=C1)CC(=O)N (4-azidosulfonylphenyl)acetamide